(S)-5-([1,2,4]triazolo[1,5-a]pyridin-7-yl)-N-(3,3-difluoro-1-(oxetan-3-yl)piperidin-4-yl)-4-methoxypyrrolo[2,1-f][1,2,4]triazin-2-amine N=1C=NN2C1C=C(C=C2)C=2C=CN1N=C(N=C(C12)OC)N[C@@H]1C(CN(CC1)C1COC1)(F)F